5-(phenyl-d5)-5,12-dihydroindolo[3,2-a]carbazole C1(=C(C(=C(C(=C1[2H])[2H])[2H])[2H])[2H])N1C2=CC=CC=C2C=2C1=CC=C1C3=CC=CC=C3NC21